FC1=C(C(=C(C=C1N1N=C(C=2N=C(N=CC21)OCCCCC)C)C(F)(F)F)F)O 2,6-Difluoro-3-(3-methyl-5-(pentyloxy)-1H-pyrazolo[4,3-d]pyrimidin-1-yl)-5-(trifluoromethyl)phenol